FC1=C(N(C=C1)C1=CC=CC=C1)CCC1=CC=CC=C1 3-fluoro-2-phenethyl-1-phenyl-1H-pyrrole